C1=NC=CC2=CC=C(C=C12)C1=CC=C(N=N1)N(C1CC(NC(C1)(C)C)(C)C)C 6-(isoquinolin-7-yl)-N-methyl-N-(2,2,6,6-tetramethylpiperidin-4-yl)pyridazin-3-amine